CC(C)(OC)OC(C)(C)OC 1-methyl-1-methoxyethyl ether